tetrahydro-2H-pyran-4-yl methanesulfonate CS(=O)(=O)OC1CCOCC1